1-iminomethyladamantane N=CC12CC3CC(CC(C1)C3)C2